C1(=CC(=CC(=C1)C(=O)O)C(=O)O)C(=O)N benzene-1,3,5-tricarboxylic acid, amide